(2R)-1-[3-[5-Bromo-2-(8-chloro-4-oxochromen-2-yl)phenoxy]propyl]pyrrolidin BrC=1C=CC(=C(OCCCN2CCCC2)C1)C=1OC2=C(C=CC=C2C(C1)=O)Cl